C(C)(C)(C)OC(=O)[C@@H](CC1=CC=CC=C1)C1=CN=C(O1)N[C@@H](CC1=CC=C(C=C1)NS(=O)(=O)O)C=1N=C(SC1)C 4-((S)-2-(5-((S)-1-(tert-butoxycarbonyl)-2-phenylethyl)oxazol-2-ylamino)-2-(2-methylthiazol-4-yl)ethyl)phenylaminosulfonic acid